C12(CC3CC(CC(C1)C3)C2)C=2C=C(C=CC2OCC(NOC2OCCCC2)=O)C=2C=C3C=CC(=CC3=CC2)C(=O)O 6-{3-adamantan-1-yl-4-[(tetrahydropyran-2-yloxycarbamoyl)-methoxy]-phenyl}-naphthalene-2-carboxylic acid